C(C)OC1=C(C=CC=C1)C=1C=C2C(=NC1)NCN2CC2=CC(=CC=C2)F 6-(2-Ethoxyphenyl)-1-[(3-fluorophenyl)methyl]-3H-imidazo[4,5-b]pyridin